S1C=CC2=C1C=CC=C2 1-benzothiophene